C(C)(C)(C)OC(NN)=O.N1(C=NC=C1)C(=O)NN 1H-Imidazole-1-carbohydrazide tert-butyl-carbazate